6-(3-(4-((pyridin-3-ylamino)methyl)phenoxy)azetidin-1-yl)-[Methyl-1,1'-biphenyl] N1=CC(=CC=C1)NCC1=CC=C(OC2CN(C2)C2=CC=CC(=C2C2=CC=CC=C2)C)C=C1